C(#N)C12CCC(CC1)(CC2)NC(C2=C(C=CC(=C2)C(F)(F)F)NS(=O)(=O)C2COC2)=O N-(4-cyanobicyclo[2.2.2]octane-1-yl)-2-(oxetane-3-sulfonylamino)-5-(trifluoromethyl)benzamide